tris(dimethylphenyl)phosphine tetrakis(phenyl)borate C1(=CC=CC=C1)[B-](C1=CC=CC=C1)(C1=CC=CC=C1)C1=CC=CC=C1.CC=1C(=C(C=CC1)P(C1=C(C(=CC=C1)C)C)C1=C(C(=CC=C1)C)C)C